1,3-oxazol-4-carboxamid O1C=NC(=C1)C(=O)N